(5-(2,5-dimethylthiazol-4-yl)-4,5-dihydro-1H-pyrazol-1-yl)methanone CC=1SC(=C(N1)C1CC=NN1C=O)C